COC(C(C)C=1C=CC(=NC1)C=1CN(CCC1)C(=O)OC(C)(C)C)=O Tert-butyl 5-(1-methoxy-1-oxo-2-propyl)-5',6'-dihydro-[2,3'-bipyridine]-1'(2'H)-carboxylate